FC(C1=C(C=C(C(=C1)C(F)(F)F)C(F)(F)F)C(F)(F)F)(F)F 1,2,4,5-tetra(trifluoromethyl)benzene